5-(3-hydroxy-3-methylbutyl)-2-methoxybenzoic acid methyl ester COC(C1=C(C=CC(=C1)CCC(C)(C)O)OC)=O